sodium (3S,3'S)-4,4'-(ethane-1,2-diylbis(disulfanediyl))bis(3-aminobutane-1-sulfinate) C(CSSC[C@H](CCS(=O)[O-])N)SSC[C@H](CCS(=O)[O-])N.[Na+].[Na+]